4,6-dichloro-2-methyl-pyrazolo[4,3-c]pyridine ClC1=NC(=CC=2C1=CN(N2)C)Cl